benzyl 4-(allyloxy)piperazine-1-carboxylate C(C=C)ON1CCN(CC1)C(=O)OCC1=CC=CC=C1